4-(cyclopropylamino)-3-nitrobenzoic acid methyl ester COC(C1=CC(=C(C=C1)NC1CC1)[N+](=O)[O-])=O